2-(trifluoromethyl)-5-(3-trifluoromethylphenyl)-N-(3-(2-oxopropyl)-1,2,4-thiadiazole-5-yl)furan-3-carboxamide FC(C=1OC(=CC1C(=O)NC1=NC(=NS1)CC(C)=O)C1=CC(=CC=C1)C(F)(F)F)(F)F